tert-butyl (1R,4R)-5-((1-(1-((2-(trimethylsilyl) ethoxy)methyl)-1H-pyrazol-4-yl) piperidin-4-yl)methyl)-2,5-diazabicyclo[2.2.1]heptane-2-carboxylate C[Si](CCOCN1N=CC(=C1)N1CCC(CC1)CN1[C@H]2CN([C@@H](C1)C2)C(=O)OC(C)(C)C)(C)C